FC=1C=CC(=C(CNCCC2=CC=C(C=C2)S(=O)(=O)NCC#C)C1)OCCC 4-(2-((5-fluoro-2-propoxybenzyl)amino)ethyl)-N-(prop-2-yn-1-yl)benzenesulfonamide